4-bromo-5-(4-cyano-3-fluorophenyl)-1-methyl-1H-pyrazole BrC=1C=NN(C1C1=CC(=C(C=C1)C#N)F)C